C[Si](O[Si](O[Si](C1=CC=CC=C1)(C1=CC=CC=C1)C)(C1=CC=CC=C1)C)(C1=CC=CC=C1)C1=CC=CC=C1 1,3,5-trimethyl-1,1,3,5,5-pentaphenyl-trisiloxane